(((2S,3S,SR,6R)-2-((S)-but-3-en-2-yl)-6-(((tert-butyldimethylsilyl)oxy)methyl)tetrahydro-2H-pyran-3,5-diyl)bis(oxy))bis(tert-butyldimethylsilane) C[C@@H](C=C)[C@@H]1O[C@@H]([C@H](C[C@@H]1O[Si](C)(C)C(C)(C)C)O[Si](C)(C)C(C)(C)C)CO[Si](C)(C)C(C)(C)C |&1:7|